1,4-diamino-2,3,5-trifluorobenzene NC1=C(C(=C(C(=C1)F)N)F)F